2-chloro-5-((methylsulfanyl)methyl)pyridine ClC1=NC=C(C=C1)CSC